N1=CC(=CC=C1)[C@H]1N(CCC1)C/C=C/C(=O)OC (S,E)-Methyl 4-(2-(pyridin-3-yl)pyrrolidin-1-yl)but-2-enoate